C(N)(=O)C1=C(C=CC(=C1)F)NC(C)C=1C=C(C=C2C(N(C=3N(C12)C=NC3C(=O)N(C)C)C([2H])([2H])[2H])=O)C 9-(1-((2-carbamoyl-4-fluorophenyl)amino)ethyl)-N,N,7-trimethyl-4-(methyl-d3)-5-oxo-4,5-dihydroimidazo[1,5-a]quinazoline-3-carboxamide